C(C)OC(=O)C1=CC2=C(N=C(S2)Br)N1C 2-bromo-4-methyl-4H-pyrrolo[2,3-d]Thiazole-5-carboxylic acid ethyl ester